C(C)C=1OC2=C(C1C=1C(N(N=C(C1O)C)C)=O)C=C(C=C2)C 4-(2-ethyl-5-methyl-3-benzofuranyl)-5-hydroxy-2,6-dimethyl-3(2H)-pyridazinone